2-(4-(ethanesulfonyl)phenyl)-N-(4-formylphenyl)acetamide methyl-(2S,3R,5S,6S)-3,5-dihydroxy-6-methoxy-4-oxotetrahydro-2H-pyran-2-carboxylate COC(=O)[C@H]1O[C@@H]([C@@H](C([C@@H]1O)=O)O)OC.C(C)S(=O)(=O)C1=CC=C(C=C1)CC(=O)NC1=CC=C(C=C1)C=O